C1=C(C=CC=2OC3=C(C21)C=CC=C3)[C@@H](C)NC3=CN=C(N(C3=O)CC(=O)OCCCC)COC butyl (R)-2-(5-((1-(dibenzo[b,d]furan-2-yl)ethyl)amino)-2-(methoxymethyl)-6-oxopyrimidin-1(6H)-yl)acetate